2,5-difluoro-4-(1-(4-methoxybenzyl)-1H-1,2,3-triazol-4-yl)aniline FC1=C(N)C=C(C(=C1)C=1N=NN(C1)CC1=CC=C(C=C1)OC)F